COC=1SC(=C(N1)C1=CC=CC=C1)OC1=CC(=NC=C1)NC=1C=C(C(=O)N)C=CC1 3-((4-((2-Methoxy-4-phenylthiazol-5-yl)oxy)pyridin-2-yl)amino)benzamide